NC1=NN2C(NC=3C=CC=C(C3C2=O)Cl)=C1C=1C=CC(=NC1)N1CCN(CC1)CC1CCN(CC1)C=1C=C2CN(C(C2=CC1)=O)C1C(NC(CC1)=O)=O 3-(5-(4-((4-(5-(2-amino-8-chloro-9-oxo-4,9-dihydropyrazolo[5,1-b]quinazolin-3-yl)pyridin-2-yl)piperazin-1-yl)methyl)piperidin-1-yl)-1-oxoisoindolin-2-yl)piperidine-2,6-dione